C1=CC=CC=2C3=CC=CC=C3N(C12)C1=CC=C(C=C1)N(C1=CC=C(C=C1)N1C2=CC=CC=C2C=2C=CC=CC12)C1=CC=C(C=C1)N1C2=CC=CC=C2C=2C=CC=CC12 tris-(4-carbazol-9-ylphenyl)amine